N1C(=NC=C1)C1CCN(CC1)C(=O)C1=CC=C(C=C1)C=1N(C2=CC=CC=C2C1)C(=O)OC(C)(C)C tert-butyl 2-(4-(4-(1H-imidazol-2-yl)piperidine-1-carbonyl) phenyl)-1H-indole-1-carboxylate